CC=1C=C(C=CC1Cl)C1C(=O)OCC1 (3-methyl-4-chlorophenyl)-γ-butyrolactone